(R,E)-4-aminopent-2-enenitrile N[C@@H](/C=C/C#N)C